4-(trifluoromethyl)-phenylboronic acid FC(C1=CC=C(C=C1)B(O)O)(F)F